NC=1SC(=C(N1)C)S(=O)(=O)C1=CC=C(C=C1)N1N=CN(C1=O)CC1=CC=CC=C1 2-(4-((2-Amino-4-methylthiazol-5-yl)sulfonyl)phenyl)-4-benzyl-2,4-dihydro-3H-1,2,4-triazol-3-one